SC(CC(=O)OCC(COC(CC(S)(S)S)=O)(COC(CC(S)(S)S)=O)COC(CC(S)(S)S)=O)(S)S pentaerythritol tetrakis(trimercapto-propionate)